C(C)(C)(C)OC(=O)N1CCC(CC1)C1=CC(=CC=C1)C(C1=CC=C(C=C1)OC(F)(F)F)(O)C1(CN(C1)C)C 4-{3-[(1,3-Dimethyl-azetidin-3-yl)-hydroxy-(4-trifluoromethoxy-phenyl)-methyl]-phenyl}-piperidine-1-carboxylic acid tertbutyl ester